1-(1-(benzyloxy)-2,2-difluorobut-3-en-1-yl)-4-fluorobenzene C(C1=CC=CC=C1)OC(C(C=C)(F)F)C1=CC=C(C=C1)F